4-aza-phenylalanine N[C@@H](CC1=CC=NC=C1)C(=O)O